C(C)(C)C(C#N)(C)C(C)C 2,2-Diisopropyl-propionitrile